C(C)(C)(C)OC(=O)N1C[C@@H]2COC3=C(C(N2CC1)=O)C(=NC(=C3Cl)C3=C(C=CC=C3O)F)N3[C@@H](CCC3)C (6aR)-8-tert-butoxycarbonyl-1-((R)-2-methylpyrrolidin-1-yl)-4-chloro-3-(2-fluoro-6-hydroxyphenyl)-6,6a,7,8,9,10-hexahydro-12H-pyrazino[2,1-c]pyrido[3,4-f][1,4]oxazepin-12-one